2,3-dimethyl-1,3-cyclopentadiene CC1=CCC=C1C